CC1=CC=CC(=N1)C=1N=C2N(CCN2)C1C1=CC2=C(N=C(S2)O)C=C1 6-(6-(6-Methylpyridin-2-yl)-2,3-dihydro-1H-imidazo[1,2-a]imidazol-5-yl)benzo[d]thiazol-2-ol